ClC1=NC(=C(C(=N1)C(C)(C)O)F)C 2-(2-chloro-5-fluoro-6-methylpyrimidin-4-yl)propan-2-ol